ClC1=C(C=C(S1)S(=O)(=O)NC1=CC(=C(C(=O)O)C=C1)O)C1=C(C=CC=C1)CO 4-[({5-chloro-4-[2-(hydroxymethyl)phenyl]-2-thienyl}sulfonyl)amino]-2-hydroxybenzoic acid